methyl 5-[(2-amino-3-fluoropyridin-4-yl) methyl]-2-[4-[3-(2-ethylhexyloxy)-3-oxopropyl] sulfanyl-2-fluoroanilino]-3,4-difluorobenzoate NC1=NC=CC(=C1F)CC=1C(=C(C(=C(C(=O)OC)C1)NC1=C(C=C(C=C1)SCCC(=O)OCC(CCCC)CC)F)F)F